2-methacrylamidoethyl 4-((4-amino-2-(pyridin-4-yl)-1H-imidazo[4,5-c]quinolin-1-yl)methyl)benzylcarbamate NC1=NC=2C=CC=CC2C2=C1N=C(N2CC2=CC=C(CNC(OCCNC(C(=C)C)=O)=O)C=C2)C2=CC=NC=C2